N1(C=NC=C1)CC=NO 2-(1H-imidazol-1-yl)ethan-1-one oxime